[7-fluoro-2-[4-(3-methoxy-2-pyridyl)piperazine-1-carbonyl]-6-[1-[3-(triazol-1-yl)propanoyl]-3,6-dihydro-2H-pyridin-5-yl]-1H-indol-4-yl]boronic acid FC=1C(=CC(=C2C=C(NC12)C(=O)N1CCN(CC1)C1=NC=CC=C1OC)B(O)O)C1=CCCN(C1)C(CCN1N=NC=C1)=O